methyl 7-(1-(adamantan-1-ylmethyl)-5-methyl-1H-pyrazol-4-yl)-3-(6-(benzo[d]thiazol-2-ylamino)pyridazin-3-yl)imidazo[1,2-a]pyridine-8-carboxylate C12(CC3CC(CC(C1)C3)C2)CN2N=CC(=C2C)C2=C(C=3N(C=C2)C(=CN3)C=3N=NC(=CC3)NC=3SC2=C(N3)C=CC=C2)C(=O)OC